NC([C@H](CC=1C=NC=CC1)NC([C@H](CC(C)C)NC(=O)C=1NC2=CC=CC(=C2C1)OC)=O)=O N-((S)-1-(((S)-1-amino-1-oxo-3-(pyridin-3-yl)propan-2-yl)amino)-4-methyl-1-oxopentan-2-yl)-4-methoxy-1H-indole-2-carboxamide